cis-N-(4-(2-methoxyethoxy)-3-(1-methyl-1H-1,2,4-triazol-3-yl)phenyl)-3-methyl-6-azabicyclo[3.1.1]heptane-6-carboxamide COCCOC1=C(C=C(C=C1)NC(=O)N1C2CC(CC1C2)C)C2=NN(C=N2)C